1-(2-methyl-1-oxo-2-propenyl)piperazine CC(C(=O)N1CCNCC1)=C